Isopropyl((ethoxycarbonyl)(((1'R,2'R)-6-hydroxy-5'-methyl-4-pentyl-2'-(prop-1-en-2-yl)-1',2',3',4'-tetrahydro-[1,1'-biphenyl]-2-yl)oxy)phosphoryl)-L-alanine C(C)(C)N([C@@H](C)C(=O)O)P(=O)(OC1=C(C(=CC(=C1)CCCCC)O)[C@H]1[C@@H](CCC(=C1)C)C(=C)C)C(=O)OCC